C[C@@H]1[C@H]([C@@H]([C@@H]([C@H](O1)O)O[C@@H]2[C@H]([C@H]([C@@H]([C@H](O2)C)NC=O)O)O[C@@H]3[C@H]([C@H]([C@@H]([C@H](O3)C)NC=O)O)O[C@@H]4[C@H]([C@H]([C@@H]([C@H](O4)C)NC=O)O)O)O)NC=O The molecule is an amino tetrasaccharide consisting of four N-formyl-alpha-D-perosamine residues linked (1->2) throughout; forms the minimal structure for the A epitope of Brucella spp. It has a role as an epitope.